COC1=C(C=NC=C1)C1=CC2=C(C(=N1)C)C=NN2C2=NC(=CC(=C2)N2[C@@H]([C@H](C2)CS(=O)(=O)C)C)N2CCCC2 6-(4-methoxypyridin-3-yl)-4-methyl-1-(4-((2R,3S)-2-methyl-3-((methylsulfonyl)methyl)azetidin-1-yl)-6-(pyrrolidin-1-yl)pyridin-2-yl)-1H-pyrazolo[4,3-c]pyridine